5-(2-((3-(5-((1r,3r)-3-((5-(5H-pyrido[4,3-b]indol-7-yl)pyridin-2-yl)oxy)cyclobutoxy)pyridin-2-yl)prop-2-yn-1-yl)oxy)ethoxy)-2-(2,6-dioxopiperidin-3-yl)isoindoline-1,3-dione C1=NC=CC=2NC=3C=C(C=CC3C21)C=2C=CC(=NC2)OC2CC(C2)OC=2C=CC(=NC2)C#CCOCCOC=2C=C1C(N(C(C1=CC2)=O)C2C(NC(CC2)=O)=O)=O